tert-Butyl [3-({[1-(8-chloro-5-phenylimidazo[1,5-a]pyridin-6-yl)ethyl]amino}carbonyl)pyrazolo[1,5-a]pyrimidin-2-yl]carbamate ClC=1C=2N(C(=C(C1)C(C)NC(=O)C=1C(=NN3C1N=CC=C3)NC(OC(C)(C)C)=O)C3=CC=CC=C3)C=NC2